FC=1C=C(C=C(C1)C(F)(F)F)C1=CNC2=NC=C(C=C21)C2=CC=C(CN1CC(CCC1)O)C=C2 1-(4-(3-(3-fluoro-5-(trifluoromethyl)phenyl)-1H-pyrrolo[2,3-b]pyridin-5-yl)benzyl)piperidin-3-ol